C(C1=CC=CC=C1)C=1N=C(NC1)CCNCCC=1SC=2N=CN=C(C2N1)NCC1=NC=CC=C1F 2-(2-{[2-(4-benzyl-1H-imidazol-2-yl)ethyl]amino}ethyl)-N-[(3-fluoropyridin-2-yl)methyl]-[1,3]thiazolo[5,4-d]pyrimidin-7-amine